2-(1-Isopropyl-4-methyl-1H-imidazol-5-yl)-N-((4-(5-(trifluoromethyl)pyridin-2-yl)bicyclo[2.2.2]octan-1-yl)methyl)furo[3,2-d]pyrimidin-4-amine C(C)(C)N1C=NC(=C1C=1N=C(C2=C(N1)C=CO2)NCC21CCC(CC2)(CC1)C1=NC=C(C=C1)C(F)(F)F)C